4-chloro-N-(5-(pyridin-2-yl)pyrazin-2-yl)benzamide ClC1=CC=C(C(=O)NC2=NC=C(N=C2)C2=NC=CC=C2)C=C1